10-Fluoro-N-(4-hydroxypentyl)decaneamide FCCCCCCCCCC(=O)NCCCC(C)O